C(#N)C=1C=C(C=NC1)[C@H]1N(OCC1)C(=O)C1CCN(CC1)C1=NC=CC(=N1)C(=O)NC1CN(C1)C(=O)OCC Ethyl 3-[[2-[4-[(3S)-3-(5-cyano-3-pyridyl)isoxazolidine-2-carbonyl]-1-piperidyl]pyrimidine-4-carbonyl]amino]azetidine-1-carboxylate